(4-(3-morpholinopropoxy)phenyl)(phenyl)methanone O1CCN(CC1)CCCOC1=CC=C(C=C1)C(=O)C1=CC=CC=C1